3-aminopropyldimethylsilyl oxide NCCC[Si](C)(C)O[Si](CCCN)(C)C